C(C)(C)(C)OC(COCCC)CC 2-tert-butoxy-1-propoxy-butane